BrC=1OC(=CN1)C1=CC(=C(C=C1)OC)C 2-bromo-5-(4-methoxy-3-methyl-phenyl)oxazole